C(C)(C)(C)NS(=O)(=O)C=1C=C(C=CC1)N1CC(=NC(=C1)NC1(CC1)CO)N1CCC2(CC2)CC1 N-(3-(N-(tert-butyl)sulfamoyl)phenyl)-5-((1-(hydroxymethyl)cyclopropyl)amino)-3-(6-azaspiro[2.5]octan-6-yl)pyrazine